NCC=1N(C2=CC(=CC=C2C(C1)=O)C1=NC(=NC=C1F)Cl)C(C)C 2-(aminomethyl)-7-(2-chloro-5-fluoropyrimidin-4-yl)-1-isopropylquinolin-4(1H)-one